(S)-2-(naphthalen-2-yl)valeronitrile C1=C(C=CC2=CC=CC=C12)[C@@H](C#N)CCC